N1=C(C=NC=C1)CN1CCOCC1 4-PYRAZIN-2-YLMETHYL-MORPHOLIN